tert-butyl N-methyl-N-[1-[3-pyrimidin-5-yl-1-(2-trimethylsilylethoxymethyl) pyrrolo[2,3-b]pyridin-4-yl]-4-piperidyl]carbamate CN(C(OC(C)(C)C)=O)C1CCN(CC1)C1=C2C(=NC=C1)N(C=C2C=2C=NC=NC2)COCC[Si](C)(C)C